COC(C1=CC=C(C=C1)[C@H](C)NC=1N=CC2=C(N1)N(C(C=C2)=O)CC2=C(C=C(C=C2)F)C(F)(F)F)=O Methyl-4-[(1S)-1-({8-[4-Fluoro-2-(trifluoromethyl) benzyl]-7-oxo-pyrido[2,3-d]pyrimidin-2-yl}amino) ethyl]benzoat